6-methoxyindoline COC1=CC=C2CCNC2=C1